4-3-aminopropoxy-N-(2-(2-(2-azidoethoxy)ethoxy)ethyl)benzamide NCCCOC1=CC=C(C(=O)NCCOCCOCCN=[N+]=[N-])C=C1